((6-(difluoromethoxy)-2-(2,2'-dimethyl-3'-(5-methyl-4,5,6,7-tetrahydrooxazolo[5,4-c]pyridin-2-yl)-[1,1'-biphenyl]-3-yl)benzo[d]oxazol-5-yl)methyl)-L-proline FC(OC1=CC2=C(N=C(O2)C=2C(=C(C=CC2)C2=C(C(=CC=C2)C=2OC=3CN(CCC3N2)C)C)C)C=C1CN1[C@@H](CCC1)C(=O)O)F